BrC=1C=NN2C1C(=CC=C2)C(=O)N2[C@H](C=1C(CC2)=C(N(N1)C)C1=CC(=C(C(=C1)F)F)F)C (S)-(3-bromopyrazolo[1,5-a]pyridin-4-yl)(2,7-dimethyl-3-(3,4,5-trifluorophenyl)-2,4,5,7-tetrahydro-6H-pyrazolo[3,4-C]pyridin-6-yl)methanone